CC1(C2CC(=CC1C2)CCC=O)C 3-(6,6-dimethylbicyclo[3.1.1]hept-2-en-3-yl)propanal